(1R,3S)-3-(3-{[(2-methoxypyridin-3-yl)acetyl]amino}-1H-pyrazol-5-yl)cyclopentyl tert-butylcarbamate C(C)(C)(C)NC(O[C@H]1C[C@H](CC1)C1=CC(=NN1)NC(CC=1C(=NC=CC1)OC)=O)=O